methyl 3-(3,5-difluorophenyl)-5-[1-(trifluoromethylsulfonyloxy) ethyl]-4H-isoxazole-5-carboxylate FC=1C=C(C=C(C1)F)C1=NOC(C1)(C(=O)OC)C(C)OS(=O)(=O)C(F)(F)F